CN(C(/C=C/CC[C@H](C(=O)NC=1C(N(C=CC1)CC1=NC2=C(N1CC)C=CC(=C2)F)=O)CN(C([O-])=O)C)=O)C (S,E)-7-(Dimethylamino)-1-((1-((1-ethyl-5-fluoro-1H-benzo[d]imidazol-2-yl)methyl)-2-oxo-1,2-dihydropyridin-3-yl)amino)-1,7-dioxohept-5-en-2-yl-dimethylcarbamat